C12OCC(CC1)(C2)C(CBr)=O 1-(2-oxabicyclo[2.2.1]heptan-4-yl)-2-bromoethan-1-one